1-Chloro-2-fluoro-5-methoxy-4-methylbenzene ClC1=C(C=C(C(=C1)OC)C)F